(S)-4-(2,4-difluoro-5-pyrimidin-5-yl-phenyl)-4-methyl-5,6-dihydro-4H-[1,3]Thiazin-2-ylamine FC1=C(C=C(C(=C1)F)C=1C=NC=NC1)[C@]1(N=C(SCC1)N)C